Cl.CN(C)CC1CN(CCC1(O)C=1C=C(C(=O)N)C=CC1)CCC1=CC=CC=C1 3-(3-dimethylaminomethyl-4-hydroxy-1-phenethyl-piperidin-4-yl)-benzamide hydrochloride